ammonium 3-styrenesulfonate C=CC1=CC(=CC=C1)S(=O)(=O)[O-].[NH4+]